C(C)O[Si](C(CC)[Si](OCC)(OCC)OCC)(OCC)OCC 1,1-bis(triethoxysilyl)propane